FC(CC)(F)C1CCC=2N1N=C(N2)C(=O)N[C@@H]2C(NC1=C(CC2)C=C(C=C1F)F)=O 5-(1,1-difluoropropyl)-N-[(3S)-7,9-difluoro-2-oxo-1,3,4,5-tetrahydro-1-benzazepin-3-yl]-6,7-dihydro-5H-pyrrolo[1,2-b][1,2,4]triazole-2-carboxamide